C(C)(C)(C)C=1C(=CC2=C(OC3=C2CC(CC3)C)C1)O 3-Tert-butyl-8-methyl-6,7,8,9-tetrahydrodibenzo[b,d]furan-2-ol